ClC=1C=CC=C2C=CC(=NC12)N([C@H]1[C@@H]([C@H]([C@@H]([C@H](O1)C(=O)O)O)O)O)C1=CC2=C(OC(O2)(F)F)C=C1 (2S,3S,4S,5R,6R)-6-((8-Chloroquinolin-2-yl)(2,2-difluorobenzo[d][1,3]dioxolane-5-yl)amino)-3,4,5-trihydroxytetrahydro-2H-pyran-2-carboxylic acid